C(C1=CC(C(=O)N)=CC(C(=O)N)=C1)(=O)N trimesic acid triamide